2-(1-acryloyl-4-(7-(2,3-dihydro-4H-benzo[b][1,4]oxazin-4-yl)-2-(3-(dimethylamino)pyrrolidin-1-yl)-5,6,7,8-tetrahydroquinazolin-4-yl)piperazin-2-yl)acetonitrile C(C=C)(=O)N1C(CN(CC1)C1=NC(=NC=2CC(CCC12)N1C2=C(OCC1)C=CC=C2)N2CC(CC2)N(C)C)CC#N